1'-bi-naphthylamine C1(=CC=CC2=CC=CC=C12)C1(CC=CC2=CC=CC=C12)N